phenyl-4-[dimethoxy-(4-methoxyphenyl)methyl]dibenzothiophenium C1(=CC=CC=C1)C1=CC=C(C=2[SH+]C3=C(C21)C=CC=C3)C(C3=CC=C(C=C3)OC)(OC)OC